8-((3S,4S)-3-Ethoxy-4-((6-isopropoxypyridazin-3-yl)oxy)piperidin-1-yl)-5-methyl-6-oxo-5,6-dihydro-1,5-naphthyridin-2-carbonitril C(C)O[C@H]1CN(CC[C@@H]1OC=1N=NC(=CC1)OC(C)C)C1=CC(N(C=2C=CC(=NC12)C#N)C)=O